5-chloro-3H-imidazole ClC1=CNC=N1